CC1=NNC(=C1)C1=NSC=2C1=NC(=CC2C2(CC2)C(=O)O)N2[C@@H](COCC2)C (R)-1-(3-(3-methyl-1H-pyrazol-5-yl)-5-(3-methylmorpholino)isothiazolo[4,5-b]pyridin-7-yl)cyclopropane-1-carboxylic acid